3-chloro-1-methyl-6-oxo-1,6-dihydropyridine-2-carbaldehyde ClC1=C(N(C(C=C1)=O)C)C=O